C(C)(C)(C)OC(=O)N1C(CCCC1)C(C)O 1-hydroxyethyl-piperidine-1-carboxylic acid tert-butyl ester